trans-2-[cyclopropyl-[4-(methylamino)cyclohexyl]amino]-5-fluoro-phenol C1(CC1)N(C1=C(C=C(C=C1)F)O)[C@@H]1CC[C@H](CC1)NC